(4-(6-methylquinolin-2-yl)phenyl)sulfamide CC=1C=C2C=CC(=NC2=CC1)C1=CC=C(C=C1)NS(=O)(=O)N